2-(methylsulfonyl)-1-(3-(trifluoromethoxy)phenyl)ethan-1-one CS(=O)(=O)CC(=O)C1=CC(=CC=C1)OC(F)(F)F